C(C)(C)(C)OC(=O)N[C@@H]([C@H](O)C)C(=O)O N-(t-butoxycarbonyl)threonine